6-(benzo[d][1,3]dioxol-5-yloxy)-2-ethyl-3,7-dimethylquinolin-4-yl acetate C(C)(=O)OC1=C(C(=NC2=CC(=C(C=C12)OC1=CC2=C(OCO2)C=C1)C)CC)C